CN1CCN(CC1)N1CCC(CC1)C 1-methyl-4-(4-methylpiperidin-1-yl)piperazine